OC1=C(N(C=CC1=O)C1=CC=C(C=C1)OCCCN1CCOCC1)C 3-hydroxy-2-methyl-1-(4-(3-morpholinopropoxy)phenyl)pyridin-4(1H)-one